3-(trifluoromethyl)-phenylalanine FC(C=1C=C(C[C@H](N)C(=O)O)C=CC1)(F)F